FC1=C(OC2=NC(=NN2C)C2=CC=C(C=O)C=C2)C=CC(=C1)OC(F)(F)F 4-{5-[2-Fluoro-4-(trifluoromethoxy)phenoxy]-1-methyl-1H-1,2,4-triazol-3-yl}benzaldehyd